(E)-N'-(5-bromo-3-iodopyridin-2-yl)-N,N-dimethylformimidamide BrC=1C=C(C(=NC1)/N=C/N(C)C)I